N-[4-(3-dibenzofuranyl)phenyl]-[1,1'-biphenyl]-4-amine C1=CC(=CC=2OC3=C(C21)C=CC=C3)C3=CC=C(C=C3)NC3=CC=C(C=C3)C3=CC=CC=C3